[Si](C)(C)(C(C)(C)C)OC1=CC=C(C=C1)B(O)O 4-(t-butyldimethylsilyloxy)phenylboronic acid